methyl 2-{[2-({4-[7-(5-chloro-2-fluorophenyl)-1H,2H,3H-pyrido[3,4-b][1,4]oxazin-1-yl]pyridin-2-yl}carbamoyl)ethyl](methyl)amino}acetate ClC=1C=CC(=C(C1)C1=CC2=C(OCCN2C2=CC(=NC=C2)NC(=O)CCN(CC(=O)OC)C)C=N1)F